Methyl 4-methyloctanoate CC(CCC(=O)OC)CCCC